(1S,2S,3S,6R)-6-((5-(4-fluoro-2,6-dimethylphenoxy)pentyl)amino)-4-(fluoromethyl)cyclohex-4-ene-1,2,3-triol FC1=CC(=C(OCCCCCN[C@@H]2C=C([C@@H]([C@@H]([C@H]2O)O)O)CF)C(=C1)C)C